Cl.NC1CCC(CC1)CN1C(\C(\C=2C1=NC(=CC2)C(=O)NCC#C)=C/C=2NC(=CC2C)C)=O (Z)-1-(((1r,4r)-4-aminocyclohexyl)methyl)-3-((3,5-dimethyl-1H-pyrrol-2-yl)methylene)-2-oxo-N-(prop-2-yn-1-yl)-2,3-dihydro-1H-pyrrolo[2,3-b]pyridine-6-carboxamide hydrochloride